(R)-5-amino-N-((5-cyclopropylpyridin-2-yl)methyl)-N-(1-(pyrimidin-2-yl)ethyl)-6,8-dihydro-1H-furo[3,4-d]pyrrolo[3,2-b]pyridine-2-carboxamide NC1=C2C(=C3C(=N1)C=C(N3)C(=O)N([C@H](C)C3=NC=CC=N3)CC3=NC=C(C=C3)C3CC3)COC2